N1(CCOCC1)C1=NC(=CC(=N1)NN=CC1=CC=CC=C1)N1CCOCC1 benzaldehyde [2,6-di(4-morpholinyl)-4-pyrimidinyl] hydrazone